(S)-N-(1-hydroxy-3-methylbutan-2-yl)-2-nitrobenzenesulfonamide OC[C@H](C(C)C)NS(=O)(=O)C1=C(C=CC=C1)[N+](=O)[O-]